FC=1C=C2NC(C=3N(C2=C(C1C1=C2C=CNC2=CC(=C1)F)C(F)(F)F)C(=NN3)C)(C)C 7-Fluoro-8-(6-fluoro-1H-indol-4-yl)-1,4,4-trimethyl-9-(trifluoro-methyl)-5H-[1,2,4]triazolo[4,3-a]quinoxaline